Dimethyl((4-methylpiperidin-3-yl)imino)-λ6-sulfanone CS(=O)(=NC1CNCCC1C)C